COCC1(CCN(CC1)CC1(CCC1)C(=O)O)CN[C@H]1[C@@H](C1)C1=CC=CC=C1 1-{[4-(methoxymethyl)-4-({[(R,2S)-2-phenylcyclopropyl]amino}methyl)piperidin-1-yl]methyl}cyclobutanecarboxylic acid